FC1=CC=C(C=C1)N1N=CC(=C1)B(O)O 1-(4-FLUOROPHENYL)PYRAZOLE-4-BORONIC ACID